C(C)OC(=O)C1=NC(=C(N=C1N)C(F)(F)F)Br 3-amino-6-bromo-5-trifluoromethyl-pyrazine-2-carboxylic acid ethyl ester